[Si](C1=CC=CC=C1)(C1=CC=CC=C1)(C(C)(C)C)OC[C@@]12CCCN2[C@@H](CC1)CO ((3S,7aR)-7a-(((tert-butyldiphenylsilyl)oxy)methyl)hexahydro-1H-pyrrolizin-3-yl)methanol